2-tert-butylsulfanyl-N-[6-(5-chloro-1,3-benzothiazol-2-yl)spiro[3.3]Heptane-2-yl]Pyridine-4-carboxamide C(C)(C)(C)SC1=NC=CC(=C1)C(=O)NC1CC2(C1)CC(C2)C=2SC1=C(N2)C=C(C=C1)Cl